2-(4-(3-chloro-4-(2-chloro-3-(5-((6-hydroxy-2-azaspiro[3.3]heptan-2-yl)methyl)-6-methoxypyridin-2-yl)phenyl)pyridin-2-yl)-2-methoxybenzyl)-2,6-diazaspiro[3.4]octan-7-one ClC=1C(=NC=CC1C1=C(C(=CC=C1)C1=NC(=C(C=C1)CN1CC2(C1)CC(C2)O)OC)Cl)C2=CC(=C(CN1CC3(C1)CNC(C3)=O)C=C2)OC